9-methyldecyl 8-{[7-(10-fluoro-2-hexyldecyloxycarbonyl)heptyl](2-hydroxyethyl)amino}-2-methyloctanoate FCCCCCCCCC(COC(=O)CCCCCCCN(CCCCCCC(C(=O)OCCCCCCCCC(C)C)C)CCO)CCCCCC